C(C)O[Si](OC(C)(C)C)(C(C)C)C(C)C monoethoxydiisopropyl-tert-butoxysilane